2'-chloro-N-(5-(4-chloro-6-methoxypicolinoyl)-5,6-dihydro-4H-pyrrolo[3,4-d]thiazol-2-yl)-5'-methoxy-6-methyl-[4,4'-bipyridine]-3-carboxamide ClC1=NC=C(C(=C1)C1=C(C=NC(=C1)C)C(=O)NC=1SC2=C(N1)CN(C2)C(C2=NC(=CC(=C2)Cl)OC)=O)OC